Cl.ClC=1C2=C(N=CN1)C=C(C(=N2)N2CCN(CC2)C(=O)OC(C)(C)C)OC tert-butyl 4-(4-chloro-7-methoxy-pyrido[3,2-d]pyrimidin-6-yl)piperazine-1-carboxylate hydrochloride